tert-butyl ((3-endo)-8-(4'-cyano-3'-fluoro-6-(6-fluoro-1-(2-hydroxy-2-methylpropyl)-1H-indazol-5-yl)-[1,1'-biphenyl]-3-carbonyl)-8-azabicyclo[3.2.1]octan-3-yl)carbamate C(#N)C1=C(C=C(C=C1)C1=CC(=CC=C1C=1C=C2C=NN(C2=CC1F)CC(C)(C)O)C(=O)N1C2CC(CC1CC2)NC(OC(C)(C)C)=O)F